2-(6-{5-chloro-2-[(oxacyclohex-4-yl)amino]pyrimidin-4-yl}-1-oxo-2,3-dihydro-1H-isoindol-2-yl)-N-[2-hydroxy-1-(pyridin-4-yl)ethyl]acetamide ClC=1C(=NC(=NC1)NC1CCOCC1)C1=CC=C2CN(C(C2=C1)=O)CC(=O)NC(CO)C1=CC=NC=C1